4-(4-chlorophenyl)-2-(pyridin-3-yl)-6-(4-(3-(trifluoromethyl)phenyl)piperazin-1-yl)pyrimidine tert-butyl-4-((6-chloropyridazin-3-yl)difluoromethyl)piperidine-1-carboxylate C(C)(C)(C)OC(=O)N1CCC(CC1)C(F)(F)C=1N=NC(=CC1)Cl.ClC1=CC=C(C=C1)C1=NC(=NC(=C1)N1CCN(CC1)C1=CC(=CC=C1)C(F)(F)F)C=1C=NC=CC1